OC(C(O)(O)O)C tetra-hydroxypropane